CN1C(=NN=C1C)C1=CC(=C(C=C1)NC=1N=CC2=C(N1)C(=NC(=C2)C)NCC2(COCC2)C)OC N2-(4-(4,5-dimethyl-4H-1,2,4-triazol-3-yl)-2-methoxyphenyl)-6-methyl-N8-((3-methyltetrahydrofuran-3-yl)methyl)pyrido[3,4-d]pyrimidine-2,8-diamine